NC1=C(C=C(C=C1)C=1SC=CC1)NC(=O)C1=CC2=C(CS(N2)(=O)C)C=C1 N-[2-amino-5-(2-thienyl)phenyl]-2-methyl-2-oxo-3H-2,1-benzothiazole-6-carboxamide